tert-butyl N-[17-(4-{[2-(hexylamino)-6,7-dimethoxyquinazolin-4-yl]amino}piperidin-1-yl)-3,6,9,12,15-pentaoxaheptadecan-1-yl]carbamate C(CCCCC)NC1=NC2=CC(=C(C=C2C(=N1)NC1CCN(CC1)CCOCCOCCOCCOCCOCCNC(OC(C)(C)C)=O)OC)OC